(R)-4-(1-methyl-4-((1-(2-methyl-3-(trifluoromethyl)phenyl)ethyl)amino)phthalazin-6-yl)thiomorpholine 1,1-dioxide CC1=NN=C(C2=CC(=CC=C12)N1CCS(CC1)(=O)=O)N[C@H](C)C1=C(C(=CC=C1)C(F)(F)F)C